O(C1=CC=CC=C1)C=1C=CC(=NC1)C=O 5-phenoxypyridinecarboxaldehyde